ClC1=C(C=NC=2CN(CCC12)C)CN1N=C(C(=C1)C(=O)NCC1=C(C(=CC=C1N1N=NC(=C1)C)OC)F)COC 1-[(4-chloro-7-methyl-6,8-dihydro-5H-1,7-naphthyridin-3-yl)methyl]-N-{[2-fluoro-3-methoxy-6-(4-methyl-1,2,3-triazol-1-yl)phenyl]methyl}-3-(methoxymethyl)pyrazole-4-carboxamide